C(C1CO1)OC1=C(C=C(C=C1)C1(C2=CC=CC=C2C=2C=CC=CC12)C1=CC(=C(C=C1)OCC1CO1)C)C 9,9-bis[4-(glycidyloxy)-3-methylphenyl]-9H-fluorene